sodium 2,3-Dimethylhexadecyl-indole CC(CC=1NC2=CC=CC=C2C1)C(CCCCCCCCCCCCC)C.[Na]